COC(=O)C=1C=NC=NC1 pyrimidine-5-Carboxylic acid methyl ester